tetramethyl-inden propyl-coumarate C(CC)OC(\C=C\C1=CC=C(C=C1)O)=O.CC1=C2C(=C(C(C2=CC=C1)C)C)C